FC=1C=NC=2[C@H](CC[C@](C2C1)(C(=O)OC)F)O (5S,8S)-methyl 3,5-difluoro-8-hydroxy-5,6,7,8-tetrahydro-quinoline-5-carboxylate